5-chloro-3-hydroxy-1-propyl-3-(pyrazin-2-ylmethyl)indolin-2-one ClC=1C=C2C(C(N(C2=CC1)CCC)=O)(CC1=NC=CN=C1)O